3-(chloromethyl)-4H-1,2,4-triazole, hydrochloride Cl.ClCC1=NN=CN1